OC=1C(=C2CCC(OC2=C(C1C)C)(C)C)C=1C(=C(C(=C(C1)O)C)C)O 5-(6-Hydroxy-2,2,7,8-tetramethyl-chroman-5-yl)-2,3-dimethyl-benzene-1,4-diol